N1C(C(=CC2=CC=CC=C12)C=O)=O quinolonecarbaldehyde